N1-(3-chloro-4-(4-(trifluoromethyl)piperidin-1-yl)phenyl)cyclohexane-1,4-diamine ClC=1C=C(C=CC1N1CCC(CC1)C(F)(F)F)NC1CCC(CC1)N